FC(C(CCS(=O)(=O)C)C=1C=CC(=NC1)N1N=CC(=C1)C1=C(C(=NC=C1)N)[N+](=O)[O-])(F)F 4-(1-(5-(1,1,1-trifluoro-4-(methylsulfonyl)butan-2-yl)pyridin-2-yl)-1H-pyrazol-4-yl)-3-nitropyridin-2-amine